FC1=C(C=CC(=C1)F)C1=C(C(=NC=2CN(CCC12)C1=CC=C(C=C1)OC)N1CC2(CN(C2)C(C=C)=O)CC1)C#N (2,4-difluorophenyl)-7-(4-methoxyphenyl)-2-(2-(2-propenoyl)-2,6-diazaspiro[3.4]octan-6-yl)-5,6,7,8-tetrahydro-1,7-naphthyridine-3-carbonitrile